1-(5-cyano-4-methoxypyridin-2-yl)-3-(3-methyl-3-(4-(trifluoromethyl)phenyl)butyl)guanidine C(#N)C=1C(=CC(=NC1)NC(=N)NCCC(C)(C1=CC=C(C=C1)C(F)(F)F)C)OC